ClC=1C=CC=2C=3N(C(=NC2C1)N)N=C(N3)[C@H]3CN(CCC3)CC(F)F (R)-8-chloro-2-(1-(2,2-difluoroethyl)piperidin-3-yl)-[1,2,4]triazolo[1,5-c]quinazolin-5-amine